benzyl 4-([2-[3-cyano-4-(methoxycarbonyl)phenyl]-2,7-diazaspiro[3.5]nonan-7-yl]methyl)piperidine-1-carboxylate C(#N)C=1C=C(C=CC1C(=O)OC)N1CC2(C1)CCN(CC2)CC2CCN(CC2)C(=O)OCC2=CC=CC=C2